rac-(1s,3s)-N-(4-(2-(4-bromophenyl)but-3-yn-2-yl)thiazol-2-yl)-3-(hydroxymethyl)cyclobutanecarboxamide BrC1=CC=C(C=C1)C(C)(C#C)C=1N=C(SC1)NC(=O)C1CC(C1)CO